N1C=NC=C1.C(CCC)[P+](CCCC)(CCCC)CCCC tetrabutyl-phosphonium imidazole salt